6-((3S,4S)-4-amino-3-methyl-2-oxa-8-azaspiro[4.5]decan-8-yl)-3-(Ra)-(2,3-dichloro-4-((1-methyl-1H-pyrazol-3-yl)oxy)phenyl)-2,5-dimethylpyrimidin-4(3H)-one N[C@@H]1[C@@H](OCC12CCN(CC2)C2=C(C(N(C(=N2)C)C2=C(C(=C(C=C2)OC2=NN(C=C2)C)Cl)Cl)=O)C)C